4-(4-chlorophenyl)-2-(pyridin-3-yl)-6-(4-(pyrimidin-2-yl)piperazin-1-yl)pyrimidine ClC1=CC=C(C=C1)C1=NC(=NC(=C1)N1CCN(CC1)C1=NC=CC=N1)C=1C=NC=CC1